3-(1-isopentyl-1H-1,2,3-triazol-4-yl)-N-isopropyl-6-(1H-pyrazol-4-yl)quinolin-4-amine C(CC(C)C)N1N=NC(=C1)C=1C=NC2=CC=C(C=C2C1NC(C)C)C=1C=NNC1